1-((2R,3R,4S,5R)-3,4-Didecanoyloxy-5-(decanoyloxymethyl)tetrahydrofuran-2-yl)-3-carbamoylpyridine C(CCCCCCCCC)(=O)O[C@H]1[C@@H](O[C@@H]([C@@H]1OC(CCCCCCCCC)=O)COC(CCCCCCCCC)=O)N1CC(=CC=C1)C(N)=O